(RS)-1-methylhexyl [(5-chloro-8-quinolyl)oxy]acetate ClC1=C2C=CC=NC2=C(C=C1)OCC(=O)O[C@@H](CCCCC)C |r|